C(C1=CC=CC=C1)NC1=NC(=NC=C1)C1=CNC2=NC=CC(=C21)OC2=CC=C1CCNCC1=C2 N-benzyl-2-(4-((1,2,3,4-tetrahydroisoquinolin-7-yl)oxy)-1H-pyrrolo[2,3-b]pyridin-3-yl)pyrimidin-4-amine